(2S)-1-benzyl-2-(2-isopropoxyphenyl)piperazine C(C1=CC=CC=C1)N1[C@H](CNCC1)C1=C(C=CC=C1)OC(C)C